FC=1C=C2C=NN(C2=CC1O)COCC[Si](C)(C)C 5-fluoro-1-((2-(trimethylsilyl)ethoxy)methyl)-1H-indazol-6-ol